10,11-Disulfoundecaneperoxoic Acid S(=O)(=O)(O)C(CCCCCCCCC(=O)OO)CS(=O)(=O)O